N-(2-aminoethyl)-1,1-difluoromethanesulfonamide NCCNS(=O)(=O)C(F)F